C(C)(C)(C)OC(CC1(CC2=CC(=C(C=C2C1)F)F)C(=O)O)=O 2-(2-(tert-butoxy)-2-oxoethyl)-5,6-difluoro-2,3-dihydro-1H-indene-2-carboxylic acid